2-[2-[[2-(dimethylamino)ethyl]methylamino]ethyl]-N-[1-[3-(trifluoromethoxy)phenyl]ethyl]-4-(trifluoromethyl)-5-thiazolecarboxamide CN(CCN(CCC=1SC(=C(N1)C(F)(F)F)C(=O)NC(C)C1=CC(=CC=C1)OC(F)(F)F)C)C